3-([1,2,4]triazolo[1,5-a]pyridin-6-yl)-5-(pyridin-4-yl)thieno[3,2-b]pyridine N=1C=NN2C1C=CC(=C2)C2=CSC=1C2=NC(=CC1)C1=CC=NC=C1